4-bromo-3-(2-fluorophenyl)-1-methyl-1H-pyrazole BrC=1C(=NN(C1)C)C1=C(C=CC=C1)F